N-(3-(2-chlorophenoxy)benzylidene)-2-methylpropane-2-sulfinamide ClC1=C(OC=2C=C(C=NS(=O)C(C)(C)C)C=CC2)C=CC=C1